Methyl 5-chloro-2-hydroxybenzoate ClC=1C=CC(=C(C(=O)OC)C1)O